CO[C@@H](C)C1=NC=CC=C1C=1NC2=CC=C(C=C2C1)C#N 2-[2-[(1S)-1-methoxyethyl]pyridin-3-yl]-1H-indole-5-carbonitrile